O-carbamoyl-(R)-2-amino-3-phenylpropan-1-ol C(N)(=O)OC[C@@H](CC1=CC=CC=C1)N